S(=O)(=O)(OCCCCCCCCCCCCCCCC)[O-].[Na+] Sodium n-hexadecyl sulfate